4-Biphenylmethacrylat C1(=CC=C(C=C1)CC(C(=O)[O-])=C)C1=CC=CC=C1